N-(4-methoxyphenyl)-6-(1-methyl-1H-pyrazol-4-yl)-2-(3-methyl-[1,2,4]triazolo[4,3-a]pyridin-6-yl)imidazo[1,2-a]pyrazin-3-amine COC1=CC=C(C=C1)NC1=C(N=C2N1C=C(N=C2)C=2C=NN(C2)C)C=2C=CC=1N(C2)C(=NN1)C